FC(CN1N=C(C=2C1=NC(=NC2)N2CCC1(CC(N(C1)C=1C=NC(=CC1)C(F)(F)F)=O)CC2)OCC)F 8-(1-(2,2-difluoroethyl)-3-ethoxy-1H-pyrazolo[3,4-d]pyrimidin-6-yl)-2-(6-(trifluoromethyl)pyridin-3-yl)-2,8-diazaspiro[4.5]decan-3-one